3-[6-[(3-ethyl-1,3-dihydroisobenzofuran-5-yl)oxy]-3-pyridinyl]-5,5-dimethyl-imidazolidine-2,4-dione C(C)C1OCC2=CC=C(C=C12)OC1=CC=C(C=N1)N1C(NC(C1=O)(C)C)=O